ClC=1C(=C(C=CC1)NC1=C(NC2=C1C(N(CC2)C(=O)OC(C)(C)C)=O)C2=CC=NC=C2)OC tert-Butyl 3-((3-chloro-2-methoxyphenyl)amino)-4-oxo-2-(pyridin-4-yl)-1,4,6,7-tetrahydro-5H-pyrrolo[3,2-c]pyridine-5-carboxylate